CC1(C(OB(O1)C=1CCN(CC1)C(=O)OC(C)(C)C)(C)C)C tert-butyl 4-(tetramethyl-1,3,2-dioxaborolan-2-yl)-1,2,3,6-tetrahydropyridine-1-carboxylate